(S)- and (R)-1-(6-(1-acetylpiperidin-4-yl)-1H-indol-3-yl)-2-((4-chlorophenethyl)amino)-2-phenyl-ethan-1-one C(C)(=O)N1CCC(CC1)C1=CC=C2C(=CNC2=C1)C([C@H](C1=CC=CC=C1)NCCC1=CC=C(C=C1)Cl)=O |r|